12-fluoro-5,6,7,8,14,15-hexahydro-4H-1,16-ethenopyrazolo[4,3-g][1,5,9]benzoxadiazacyclotetradecin-4-one FC=1C=CC2=C(CCC3=NC4=C(C(NCCCO2)=O)C=NN4C=C3)C1